NC=1C(=C2CCN(CC2=CC1)C(=O)OC(C)(C)C)NC[C@@H](CCCOC=1N(N=CC1C=1C(N(C=C(C1)C(=O)OC)C)=O)C)C tert-butyl 6-amino-5-{[(2R)-5-({4-[5-(methoxycarbonyl)-1-methyl-2-oxopyridin-3-yl]-2-methylpyrazol-3-yl} oxy)-2-methylpentyl] amino}-3,4-dihydro-1H-isoquinoline-2-carboxylate